4-(1-ethylcyclopentylamino)-2-(methylsulfonyl)pyrimidine-5-carboxamide C(C)C1(CCCC1)NC1=NC(=NC=C1C(=O)N)S(=O)(=O)C